COC(=O)C1=CC=CC=2N1C=NN2.C2(CCCC2)C=2C=C(C=CC2C=2N=NNN2)N2C=CC=1C2=NC(=CN1)C1=CC=CC=C1 5-(3-Cyclopentyl-4-(2H-tetrazol-5-yl)phenyl)-3-phenyl-5H-pyrrolo[2,3-b]pyrazine methyl-[1,2,4]triazolo[4,3-a]pyridine-5-carboxylate